5-(N-benzyl-N-phenethylsulfamoyl)-3-methylbenzene C(C1=CC=CC=C1)N(S(=O)(=O)C=1C=C(C=CC1)C)CCC1=CC=CC=C1